1,3-bis(3-glycidyloxypropyl)-1,1,3,3-tetramethyldisiloxane C(C1CO1)OCCC[Si](O[Si](C)(C)CCCOCC1CO1)(C)C